5-(4-chloro-2-fluorophenyl)-2-methyl-7-((2S)-2-(1-methyl-1H-pyrazol-4-yl)-4-morpholinyl)-3-(2,2,2-trifluoroethyl)pyrido[4,3-d]pyrimidin-4(3H)-one ClC1=CC(=C(C=C1)C1=NC(=CC=2N=C(N(C(C21)=O)CC(F)(F)F)C)N2C[C@@H](OCC2)C=2C=NN(C2)C)F